C(C)[Si](OC(C)CC)(OC(C)CC)CCCSSCCC[Si](OC(C)CC)(OC(C)CC)CC bis(ethyl-di-sec-butoxysilylpropyl)disulfide